OC[C@H]1NCCC[C@]1(O)C (2R,3R)-2-(hydroxymethyl)-3-methylpiperidin-3-ol